CN1C[C@H](CC1)OC=1N=NC(=CN1)C1=C(C=C(C=C1)C=1C=NNC1)O 2-(3-{[(3S)-1-methylpyrrolidin-3-yl]oxy}-1,2,4-triazin-6-yl)-5-(1H-pyrazol-4-yl)phenol